NC1CCCC=2C=CC=C(C12)O 8-amino-5,6,7,8-Tetrahydronaphthalen-1-ol